OCC1(COC1)S(=O)(=O)C1(CC1)CN1C(C2=C(CC1)C(=NN2C)C(=O)N)=O 6-((1-((3-(hydroxymethyl)oxetan-3-yl)sulfonyl)cyclopropyl)methyl)-1-methyl-7-oxo-4,5,6,7-tetrahydro-1H-pyrazolo[3,4-c]pyridine-3-carboxamide